fluoro-3-(trifluoromethyl)benzoyl chloride FC1=C(C(=O)Cl)C=CC=C1C(F)(F)F